ClC=1C=C2C=3C=C(C=C(C3NC2=CC1)OCC1N(CCC1)C(=O)OC(C)(C)C)NC1=CC=C(C=C1)Cl tert-Butyl 2-(((6-chloro-3-((4-chlorophenyl)amino)-9H-carbazol-1-yl)oxy)methyl)pyrrolidine-1-carboxylate